NC1=C(C=C(C(=O)OC)C=C1)NCCN1CCOCC1 Methyl 4-amino-3-((2-morpholinoethyl)amino)benzoate